2-((6-(4-(3-amino-2-oxopyrrolidin-1-yl)piperidin-1-yl)-3,5-dicyano-4-ethylpyridin-2-yl)thio)-2-phenylacetamide, formate salt C(=O)O.NC1C(N(CC1)C1CCN(CC1)C1=C(C(=C(C(=N1)SC(C(=O)N)C1=CC=CC=C1)C#N)CC)C#N)=O